C(=C)N1C(NC=C1)=O 1-vinylimidazole-2-one